ClC=1C(=C(C=C(C1)Cl)O)C=1N=NC(=CC1)N1[C@@H](CC1)CO 3,5-dichloro-2-[6-[(2S)-2-(hydroxymethyl)azetidin-1-yl]pyridazin-3-yl]phenol